2-[(4-{6-[(2,4-difluorobenzyl)oxy]pyridin-2-yl}piperidin-1-yl)methyl]-1-[(2S)-oxetan-2-ylmethyl]-1H-benzimidazole-6-carboxylic acid FC1=C(COC2=CC=CC(=N2)C2CCN(CC2)CC2=NC3=C(N2C[C@H]2OCC2)C=C(C=C3)C(=O)O)C=CC(=C1)F